1-(3-methoxymethanesulfonylphenyl)-N-{2-[4-(methoxymethyl)-4-methylpiperidin-1-yl]phenyl}methanesulfonamide COCS(=O)(=O)C=1C=C(C=CC1)CS(=O)(=O)NC1=C(C=CC=C1)N1CCC(CC1)(C)COC